(R)-(3-chloro-5-fluoropyridin-2-yl)(1-fluorocyclobutane) ClC=1C(=NC=C(C1)F)C1(CCC1)F